C12CCC(CC1)N2CCN 2-(7-azabicyclo[2.2.1]hept-7-yl)ethylamine